ISONONYLACETATE (3,5,5-trimethylhexyl acetate) CC(CCCC(=O)O)CC(C)(C)C.C(CCCCCC(C)C)OC(C)=O